C(C(O)C1=CC=CC=C1)(=O)O.N[C@@H](CCCNC(N)=N)C(=O)O arginine mandelate